4-[4-(azetidin-1-ylmethyl)phenyl]-2-[(2S)-2-methylazetidin-1-yl]-6,7-dihydro-5H-cyclopenta[d]pyrimidine N1(CCC1)CC1=CC=C(C=C1)C=1C2=C(N=C(N1)N1[C@H](CC1)C)CCC2